CC=1C(=NC=C(C1)O[C@H]1CNCC1)C(=O)N methyl-5-[(3R)-pyrrolidin-3-yloxy]pyridine-2-carboxamide